C1(=CC=CC=C1)C(=CCN([C@H]1[C@@H](C1)C1=CC=CC=C1)CCN1CCN(CC1)C)C1=CC=CC=C1 (1R,2S)-N-(3,3-diphenylallyl)-N-(2-(4-methylpiperazin-1-yl)ethyl)-2-phenylcyclopropan-1-amine